NC[C@@]1(OC2=C(C1)C=C(C=C2[C@@H](C)N[S@](=O)C(C)(C)C)F)C (R)-N-((R)-1-((R)-2-(aminomethyl)-5-fluoro-2-methyl-2,3-dihydrobenzofuran-7-yl)ethyl)-2-methylpropan-2-sulfinamide